C(C1=CC=CC=C1)OC(=O)N[C@H](CCCN(C(N)=N)C(=O)OCC1=CC=CC=C1)C(=O)O di-N-benzyloxycarbonyl-D-arginine